C(C)(=O)N1C2C(C3N(C(C(C1C3)([N+](=O)[O-])[N+](=O)[O-])C2)C(C)=O)([N+](=O)[O-])[N+](=O)[O-] 2,6-diacetyl-2,6-diaza-4,4,8,8-tetranitro-adamantane